methyl (2S)-2-amino-5-[(2-[3-[(2R)-2,4-dihydroxy-3,3-dimethylbutanamido] propanamido]ethyl)sulfanyl]-5-oxopentanoate N[C@H](C(=O)OC)CCC(=O)SCCNC(CCNC([C@@H](C(CO)(C)C)O)=O)=O